O=C1N(CC2=CC(=CC=C12)O[C@@H]1CN(CC1)CC=1C=C2C=NC(=NC2=CC1)N1C[C@@H]2[C@H](C1)COC2)C2C(NC(CC2)=O)=O 3-(1-Oxo-5-(((S)-1-((2-((3aR,6aS)-tetrahydro-1H-furo[3,4-c]pyrrol-5(3H)-yl)quinazolin-6-yl)methyl)pyrrolidin-3-yl)oxy)isoindolin-2-yl)piperidine-2,6-dione